4-azido-3,5-difluorobenzyl alcohol N(=[N+]=[N-])C1=C(C=C(CO)C=C1F)F